1-(3,3,3-trifluoropropyl)urea FC(CCNC(=O)N)(F)F